O=C1SC=CN1 2-OXO-THIAZOL